BrC=1C=CC(=NC1)N1C[C@@H]2C([C@@H]2C1)NC(OC(C)(C)C)=O tert-butyl ((1R,5S,6s)-3-(5-bromopyridin-2-yl)-3-azabicyclo[3.1.0]hexan-6-yl)carbamate